2,3,4,5-tetrafluoro-6-(2-fluoroethoxy)-N,N-dimethylbenzenesulfonamide FC1=C(C(=C(C(=C1F)F)F)OCCF)S(=O)(=O)N(C)C